(1r,3r)-N-(2-hydroxyethyl)-3-(4-(4-(1-(pentan-3-yl)-1H-pyrazol-4-yl)pyrazolo[1,5-a]pyrazin-6-yl)-1H-pyrazol-1-yl)cyclobutanecarboxamide CCC(CC)N1C=C(C=N1)C2=NC(=CN3C2=CC=N3)C4=CN(N=C4)C5CC(C5)C(=O)NCCO